C(=O)[C@@H]1CC[C@H](CC1)N1N=NC(=C1)C=1C(=CC(=NC1)C1=CC=C2N1N=CC(=C2)C#N)NC(C)C 7-(5-(1-(trans-4-formylcyclohexyl)-1H-1,2,3-triazol-4-yl)-4-(isopropylamino)pyridin-2-yl)pyrrolo[1,2-b]pyridazine-3-carbonitrile